C1(=C(C=CC=C1)N(C1=CC=2C(C3=CC=CC=C3C2C=C1)(C1=CC=C(C=C1)C(C)(C)C)C1=CC=C(C=C1)C(C)(C)C)C=1C=C(C=CC1)C1=CC(=CC(=C1)C(C)(C)C)C(C)(C)C)C1=CC=CC=C1 N-(1,1-biphenyl-2-yl)-N-[(3',5'-di-tert-butyl)-1,1'-biphenyl-3-yl]-9,9-bis(4-tert-butylphenyl)-9H-fluoren-2-amine